C1(CC1)C=1C=NN(C1)C=1C=C(C(=NC1)C1=NC=2C(=NC=C(C2)C(C(F)(F)F)(F)F)N1C)SCC 5-(4-cyclopropyl-1H-pyrazol-1-yl)-3-(ethylsulfanyl)-2-[3-methyl-6-(1,1,2,2,2-pentafluoroethyl)-3H-imidazo[4,5-b]pyridin-2-yl]pyridine